FN1C(OC2=C1C=C(C=C2)NC2=NC(=NC=C2C)NC=2C=NC(=CC2)N2CCOCC2)=O fluoro-5-(5-methyl-2-(6-morpholinopyridin-3-ylamino)pyrimidin-4-ylamino)benzo[d]oxazol-2(3H)-one